NC[C@H]1CN(CC1)C1=CC=C(N=N1)C1=C(C=C(C=C1Cl)Cl)O 2-[6-[(3S)-3-(aminomethyl)pyrrolidin-1-yl]pyridazin-3-yl]-3,5-dichloro-phenol